1-(thiazol-2-ylmethyl)indole-2-carboxylic acid S1C(=NC=C1)CN1C(=CC2=CC=CC=C12)C(=O)O